Imidazolium TetrafluoroethaneSulfonate FC(C(S(=O)(=O)[O-])(F)F)F.N1C=[NH+]C=C1